1-[2-chloro-4-[[5-(2,3-difluoro-4-methoxy-phenyl)-1-methyl-imidazole-2-carbonyl]amino]benzoyl]-N-[(3S,4S)-4-hydroxypyrrolidin-3-yl]piperidine-4-carboxamide formate C(=O)O.ClC1=C(C(=O)N2CCC(CC2)C(=O)N[C@H]2CNC[C@@H]2O)C=CC(=C1)NC(=O)C=1N(C(=CN1)C1=C(C(=C(C=C1)OC)F)F)C